C(C)(C)(C)OC(=O)NCCN(CCNC(\C=C/C(=O)O)=O)C (Z)-4-[2-[2-(tert-butoxycarbonylamino)ethyl-methyl-amino]ethylamino]-4-oxo-but-2-enoic acid